CC1=CC(=NC(=C1)C)NCC1=CC(=C(C(=C1)OCC1=CC=C(C=C1)OC)N1CC(NS1(=O)=O)=O)F 5-[4-[[(4,6-dimethyl-2-pyridinyl)amino]methyl]-2-fluoro-6-[(4-methoxyphenyl)methoxy]phenyl]-1,1-dioxo-1,2,5-thiadiazolidin-3-one